BrC1=CCN(C=C1)C 4-bromo-1-methyl-pyridin